FC1(CC(C1)C(=O)C=1C=NN(C1)C1OCCCC1)F 4-(3,3-difluorocyclobutanecarbonyl)-1-(oxan-2-yl)pyrazole